4-((4-(3-(2,6-dioxopiperidin-3-yl)benzyl)piperazin-1-yl)methyl)-N-(4-methyl-3-((4-(pyridin-3-yl)pyrimidin-2-yl)amino)phenyl)benzamide O=C1NC(CCC1C=1C=C(CN2CCN(CC2)CC2=CC=C(C(=O)NC3=CC(=C(C=C3)C)NC3=NC=CC(=N3)C=3C=NC=CC3)C=C2)C=CC1)=O